N1=C(C=CC=C1)C=1C=NC(=CC1)NC(CCC(=O)N1C=2N(CCC1)N=C(C2)C)=O N-([2,3'-bipyridin]-6'-yl)-4-(2-methyl-6,7-dihydropyrazolo[1,5-a]pyrimidin-4(5H)-yl)-4-oxobutanamide